FC=1C=C(C#N)C=C(C1)[C@@H]1CC=NN1C(=O)N1CC(C1)OC1=CC(=NC=C1F)C=1C(=NSC1)C (S)-3-fluoro-5-(1-(3-((5-fluoro-2-(3-methylisothiazol-4-yl)pyridin-4-yl)oxy)azetidine-1-carbonyl)-4,5-dihydro-1H-pyrazol-5-yl)benzonitrile